diphenylbisphenol A C1(=CC=CC=C1)C=1C(=C(O)C=CC1C(C)(C)C1=CC=C(C=C1)O)C1=CC=CC=C1